C(C)(C)(C)C1=C(C=CC=C1)C1CCN(CC1)C(=O)[C@@H]1N(CC[C@H]1O)C(=O)[O-] |r| rac-(2R,3R)-2-(4-(2-(tert-butyl) phenyl) piperidine-1-carbonyl)-3-hydroxypyrrolidine-1-carboxylate